methyl (S)-2-fluoro-3-hydroxypropanoate F[C@H](C(=O)OC)CO